2-chloro-3-(1-methanesulfonylpiperazinyl)naphthoquinone ClC=1C(C2=CC=CC=C2C(C1C1N(CCNC1)S(=O)(=O)C)=O)=O